ethyl 2-(6-oxo-5-phenoxy-3-(((trifluoromethyl)sulfonyl)oxy)pyridazin-1(6H)-yl)acetate O=C1C(=CC(=NN1CC(=O)OCC)OS(=O)(=O)C(F)(F)F)OC1=CC=CC=C1